ClC1=C(C=C2C=C(N=CC2=C1)NC(=O)[C@H]1COC(C1)(C)C)C1CCN(CC1)[C@@]1(COC[C@@H]1O)C (R)-N-(7-chloro-6-(1-((3R,4R)-4-hydroxy-3-methyltetrahydrofuran-3-yl)piperidin-4-yl)isoquinolin-3-yl)-5,5-dimethyltetrahydrofuran-3-carboxamide